C(C=C)(=O)NC=1C(=CC(=C(C1)NC1=CC(=NC=N1)N1OCC[C@@H]1C=1C=C(C(=O)OC2CCCCC2)C=CC1)OC)N1CCC(CC1)N1CCN(CC1)C1CC1 cyclohexyl (R)-3-(2-(6-((5-acrylamido-4-(4-(4-cyclopropylpiperazin-1-yl)piperidin-1-yl)-2-methoxyphenyl)amino)pyrimidin-4-yl)isoxazolidin-3-yl)benzoate